t-butyl (2E)-3-[4-(4,4,5,5-tetramethyl-1,3,2-dioxaboronan-2-yl)phenyl]-2-propenoate CC1(OB(OCCCCC1(C)C)C1=CC=C(C=C1)/C=C/C(=O)OC(C)(C)C)C